C(N)(OC1=C(C2=CC=C(C(=C2C(=C1C(C)(C)C)B1OC(C(O1)(C)C)(C)C)F)F)F)=O tert-butyl(1,5,6-trifluoro-4-(4,4,5,5-tetramethyl-1,3,2-dioxaborolan-2-yl) naphthalen-2-yl) carbamate